C(OCOC1=C(C(=NC2=CC(=C(C=C12)Cl)OC)C)C1=CC=C(C=C1)C1=CC=C(C=C1)S(F)(F)(F)(F)F)(OCC)=O ((6-Chloro-7-methoxy-2-methyl-3-(4'-(pentafluoro-λ6-sulfaneyl)-[1,1'-biphenyl]-4-yl)quinolin-4-yl)oxy)methyl ethyl carbonate